tri(2-methoxyethoxy)vinylsilane COCCOC(=C(OCCOC)OCCOC)[SiH3]